N[C@](CN1CC(C1)OC1=C(C2=C([C@H]3[C@@H](B(O2)O)C3)C=C1)C(=O)O)(C(=O)NCC(=O)N)C (1aS,7bR)-5-[(1-{(2R)-2-amino-3-[(2-amino-2-oxoethyl)amino]-2-methyl-3-oxopropyl}azetidin-3-yl)oxy]-2-hydroxy-1,1a,2,7b-tetrahydrocyclopropa[c][1,2]benzoxaborinine-4-carboxylic acid